C1(CC1)S(=O)(=O)NC=1SC=C(N1)C1(CC1)NC(=O)C1=CC=C2C=CN=CC2=C1 N-(1-(2-(cyclopropanesulphonylamino)thiazol-4-yl)cyclopropyl)isoquinoline-7-carboxamide